ClC1=CC=C(N=N1)OCCN1C=CS(C=C1)(=O)=O 4-[2-(6-chloropyridazin-3-yl)oxyethyl]-1,4-thiazine 1,1-dioxide